Cl[C@@H](C(=O)N1[C@H](CCC1)C(=O)[O-])C.[Li+].FC=1C(=NC=CC1)[Sn](CCCC)(CCCC)CCCC 3-fluoro-2-(Tributylstannyl)pyridine lithium ((R)-2-chloropropanoyl)-D-prolinate